C(C)(C)C1=C(N=NC=C1)O[C@@H]1C[C@@H](OC1)C1=CC(=NN1)NC1=NC=CC2=C1SC=N2 |o1:10,12| rel-N-(5-((2R,4R)-4-((4-isopropylpyridazin-3-yl)oxy)tetrahydrofuran-2-yl)-1H-pyrazol-3-yl)thiazolo[5,4-c]pyridin-4-amine